(E)-1-(4-fluorostyryl)isoquinoline FC1=CC=C(/C=C/C2=NC=CC3=CC=CC=C23)C=C1